undecyl-hexyl-triethoxysilane C(CCCCCCCCCC)C(C)O[Si](OCC)(OCC)CCCCCC